7-(difluoromethyl)-1-[(cis)-3-[(tert-butyldimethylsilyl)oxy]-3-methylcyclobutyl]-5-(4,4,5,5-tetramethyl-1,3,2-dioxaborolan-2-yl)-1H-1,3-benzodiazole FC(C1=CC(=CC2=C1N(C=N2)C2CC(C2)(C)O[Si](C)(C)C(C)(C)C)B2OC(C(O2)(C)C)(C)C)F